N-(4-(4-amino-7-methyl-5-(4-(pyrrolidine-1-carbonyl)phenyl)-7H-pyrrolo[2,3-d]pyrimidin-6-yl)-3-(tetrahydrofuran-2-yl)phenyl)methacrylamide NC=1C2=C(N=CN1)N(C(=C2C2=CC=C(C=C2)C(=O)N2CCCC2)C2=C(C=C(C=C2)NC(C(=C)C)=O)C2OCCC2)C